1-dimethyl(2-pyridyl)silyl-2,2-diphenylethene C[Si](C=C(C1=CC=CC=C1)C1=CC=CC=C1)(C1=NC=CC=C1)C